7-(((2-Methoxybenzyl)amino)methyl)-5-nitrochinolin-8-ol COC1=C(CNCC2=CC(=C3C=CC=NC3=C2O)[N+](=O)[O-])C=CC=C1